CC1CC2(C=3N1N=C(C3)C=3C=NC1=CC=CC=C1C3)CN(C2)C(=O)C=2C=NC=CC2 [6'-methyl-2'-(quinolin-3-yl)-5',6'-dihydrospiro[azetidine-3,4'-pyrrolo[1,2-b]pyrazol]-1-yl](pyridin-3-yl)methanone